C(C)(CC)OC1=C(C=C(C(=C1)OC1=CC=CC=C1)C)NC(=O)C=1C(=NN2C1C=CC=C2)OCC2=CC=C(C=C2)OC N-(2-(Sec-butoxy)-5-methyl-4-phenoxyphenyl)-2-((4-methoxybenzyl)oxy)pyrazolo[1,5-a]pyridine-3-carboxamide